ClC1=C(C=C(C(=N1)NC(C(C)(C)C)=O)S(=O)(=O)C)C#CC1CC1 N-(6-chloro-5-(cyclopropylethynyl)-3-(methylsulfonyl)pyridin-2-yl)pivalamide